[Cl-].[Cl-].C(C)(C)(C)OCCCCCC[Si](C)=[Zr+2](C1C(=CC2=CC=CC=C12)C1=C(C=C(C=C1)C(C)(C)C)C)C1C(=CC2=CC=CC=C12)C1=C(C=C(C=C1)C(C)(C)C)C ((6-(t-butoxy)hexyl)methylsilane-diyl)-bis((2-methyl-4-t-butyl-phenylindenyl))zirconium Dichloride